N-(5-(aminomethyl)-2-(furan-2-yl)phenyl)thiophene-3-sulfonamide NCC=1C=CC(=C(C1)NS(=O)(=O)C1=CSC=C1)C=1OC=CC1